(S)-2-(3-(2-((R)-3-fluoropyrrolidin-1-yl) ethyl)-4-methyl-6-oxopyridazin-1(6H)-yl)-4-methylpentanoate F[C@H]1CN(CC1)CCC1=NN(C(C=C1C)=O)[C@H](C(=O)[O-])CC(C)C